[Mg].[Al].[Al].[Al] trialuminum-magnesium